[Fe-4](C#N)(C#N)(C#N)(C#N)(C#N)C#N.[Mn+4] Manganese ferrocyanide